2-(((1R)-1-(2-cyano-3-(7,7-difluoro-2-azaspiro[4.4]nonan-2-yl)-7-meth-ylquinoxalin-5-yl)ethyl)amino)-benzoic acid C(#N)C1=NC2=CC(=CC(=C2N=C1N1CC2(CC1)CC(CC2)(F)F)[C@@H](C)NC2=C(C(=O)O)C=CC=C2)C